N-[8-(6-methoxypyridazin-4-yl)-6H-isochromeno[3,4-b]pyridin-3-yl]-N,2,2,6,6-pentamethylpiperidin-4-amine COC1=CC(=CN=N1)C=1C=CC2=C(C1)COC1=NC(=CC=C12)N(C1CC(NC(C1)(C)C)(C)C)C